3-[(6-Bromo-1-methyl-indazol-3-yl)amino]propanoic acid BrC1=CC=C2C(=NN(C2=C1)C)NCCC(=O)O